[GeH2+]1=CC=CC=C1 germinium